(S)-4-((1-hydroxypent-4-en-2-yl)amino)-3,5-dinitrobenzoic acid methyl ester COC(C1=CC(=C(C(=C1)[N+](=O)[O-])N[C@H](CO)CC=C)[N+](=O)[O-])=O